C(COPOCCNCC=C)[NH3+] 3,5-dioxa-8-aza-4-phospha-undec-10-en-1-aminium